N7-butyl-1-(2-methoxy-4-(((tetrahydro-2H-pyran-4-yl)amino)methyl)benzyl)-3-(prop-1-en-2-yl)-1H-pyrazolo[4,3-d]pyrimidine-5,7-diamine C(CCC)NC=1C2=C(N=C(N1)N)C(=NN2CC2=C(C=C(C=C2)CNC2CCOCC2)OC)C(=C)C